C(C)(C)NC1=C(SC2=NC=C(C=C21)C(=O)O)C2=CN=CS2 (isopropylamino)-2-thiazol-5-yl-thieno[2,3-b]Pyridine-5-carboxylic acid